3-[4-[3-(adamantan-1-yl)-4-hydroxyphenyl]phenyl]prop-2-enoic acid C12(CC3CC(CC(C1)C3)C2)C=2C=C(C=CC2O)C2=CC=C(C=C2)C=CC(=O)O